7-[3-[4-(trifluoromethyl)phenoxy]pyrazin-2-yl]quinazolin-4-ol FC(C1=CC=C(OC=2C(=NC=CN2)C2=CC=C3C(=NC=NC3=C2)O)C=C1)(F)F